[Li+].C1C(CC2=CC=CC=C12)NC1=NC=C(C=N1)C1=NN=C(O1)CC(=O)N1CCC(=CC1)C(=O)[O-] 1-[2-(5-{2-[(2,3-dihydro-1H-inden-2-yl)amino]pyrimidin-5-yl}-1,3,4-oxadiazol-2-yl)acetyl]-1,2,3,6-tetrahydropyridine-4-carboxylic Acid Lithium Salt